ClC(=O)N(CCN(C(OCCCC)=O)C)C butyl (2-((chlorocarbonyl)(methyl)amino)ethyl)(methyl)carbamate